CC1=C(NC(=O)N=C1)N The molecule is a pyrimidine that is a derivative of cytosine, having a methyl group at the 5-position. It has a role as a human metabolite. It is a member of pyrimidines and a methylcytosine. It derives from a cytosine.